C(C)OC=1C=CC(=NC1)C=1N(C(=NN1)[C@@H]1C[C@H](C1)NC(=O)C1=NC2=C(C=CC=C2C=C1)O)C1=C(C=CC=C1)F N-(trans-3-(5-(5-ethoxypyridin-2-yl)-4-(2-fluorophenyl)-4H-1,2,4-triazol-3-yl)cyclobutyl)-8-hydroxyquinoline-2-carboxamide